FC1=C2CN(CC2=CC(=C1F)F)C(=O)NC1=CC=C(C=C1)C=1CCN(CC1)C(=O)OC(C)(C)C tert-butyl 4-(4-(4,5,6-trifluoroisoindoline-2-carboxamido)phenyl)-3,6-dihydropyridine-1-carboxylate